azobis[N-(4-hydroxyphenyl)-2-methyl-propionamidine] dihydrochloride Cl.Cl.N(=NC(C(=N)NC1=CC=C(C=C1)O)(C)C)C(C(=N)NC1=CC=C(C=C1)O)(C)C